n-octyltriphenylphosphine chloride [Cl-].C(CCCCCCC)C1=C(C=CC=C1)P(C1=CC=CC=C1)C1=CC=CC=C1